N-(3-(benzyldithio)-5-((6-chloro-1,2,3,4-tetrahydroacridin-9-yl)amino)pent-2-en-2-yl)carboxamide C(C1=CC=CC=C1)SSC(=C(C)NC=O)CCNC=1C2=CC=C(C=C2N=C2CCCCC12)Cl